ethyl 2-(4-(1-(4-chloro-3-fluorophenyl)-3,3-dimethyl-2,3-dihydro-1H-pyrrolo[3,2-b]pyridine-5-carbonyl)-3,3-dimethylpiperazin-1-yl)-4-(trifluoromethyl)thiazole-5-carboxylate ClC1=C(C=C(C=C1)N1CC(C2=NC(=CC=C21)C(=O)N2C(CN(CC2)C=2SC(=C(N2)C(F)(F)F)C(=O)OCC)(C)C)(C)C)F